C(N)(=O)C1=CC=C(O1)NC(=O)C=1C(=NC2=CC(=CC=C2C1)F)N1CCC(CCC1)(F)F N-(5-carbamoyl-furan-2-yl)-2-(4,4-difluoroazepan-1-yl)-7-fluoroquinoline-3-carboxamide